1,7-dibutyl-benzopyrrole C(CCC)N1C=CC2=C1C(=CC=C2)CCCC